NC([C@H](CCC(=O)OC(C)(C)C)N1C(C2=CC=C(C=C2C1)C1=NC=CC(=C1)CO)=O)=O tert-butyl (S)-5-amino-4-(5-(4-(hydroxymethyl)pyridin-2-yl)-1-oxoisoindolin-2-yl)-5-oxopentanoate